BrC1=CC(=C(C(=O)NC2CCN(CC2)S(=O)(=O)C)C=C1)C#N 4-bromo-2-cyano-N-(1-(methylsulfonyl)piperidin-4-yl)benzamide